2-(2-ethoxy-3-pyridyl)-5-isopropyl-7-methyl-N-(2-pyridylmethyl)imidazo[1,5-b]pyridazin-4-amine C(C)OC1=NC=CC=C1C=1C=C(C=2N(N1)C(=NC2C(C)C)C)NCC2=NC=CC=C2